tert-butyl (5-bromo-7-(N-(1-methylcyclopropyl)sulfamoyl)quinolin-2-yl)carbamate BrC1=C2C=CC(=NC2=CC(=C1)S(NC1(CC1)C)(=O)=O)NC(OC(C)(C)C)=O